C(C)(C)(C)C1=CC(=C(C=C1)C=1C=C2CCN(C(C2=CC1)=O)C=1C=CC(=C(C1)NS(=O)(=O)C)OCOCCOC)C#N N-(5-(6-(4-(tert-butyl)-2-cyanophenyl)-1-oxo-3,4-dihydroisoquinolin-2(1H)-yl)-2-((2-methoxyethoxy)methoxy)phenyl)methanesulfonamide